FC=1C(=CC=C2C(=NC=NC12)NC)N1CCN(CC1)CC1=CC=2NC(N(C(C2S1)=O)C)=O 6-((4-(8-fluoro-4-(methylamino)quinazolin-7-yl)piperazin-1-yl)methyl)-3-methylthieno[3,2-d]pyrimidine-2,4(1H,3H)-dione